[N+](=O)([O-])[O-].[Fe+2].[Cu+2].[N+](=O)([O-])[O-].[N+](=O)([O-])[O-].[N+](=O)([O-])[O-] copper-iron nitrate